dibenzylidene-palladium (0) C(C1=CC=CC=C1)=[Pd-4]=CC1=CC=CC=C1